5-chloro-2-(4,4-difluoropiperidin-1-yl)aniline iron [Fe].ClC=1C=CC(=C(N)C1)N1CCC(CC1)(F)F